O=C1N(CC2=C(C=CC=C12)CCC(N1CCNCC1)=O)C1C(NC(CC1)=O)=O 3-(1-oxo-4-(3-oxo-3-(piperazin-1-yl)propyl)isoindolin-2-yl)piperidine-2,6-dione